OC1(CC(=CC=C1)C1=C(C=2CC3=CC=CC=C3C2C=C1)C=1CC(C=CC1)(O)OCC)OCC bis(3-hydroxy-3-ethoxyphenyl)fluorene